O=C1SC2=C(N1CC(=O)NN)C=CC=C2 2-(2-oxobenzo[d]thiazol-3(2H)-yl)acetohydrazide